FC1=NC(=CC=C1C1=C(N=C(N1C)CC1=CC=C(C=C1)OC)C(=O)OCC)C(F)(F)F ethyl 5-(2-fluoro-6-(trifluoromethyl) pyridin-3-yl)-2-(4-methoxybenzyl)-1-methyl-1H-imidazole-4-carboxylate